CC1(C(C(=C[C@@]2(CCN(C2)C(=O)C=2C=NC(=NC2)C(F)(F)F)C1)C#N)=O)C (5S)-9,9-dimethyl-8-oxo-2-[2-(trifluoromethyl)pyrimidine-5-carbonyl]-2-azaspiro[4.5]dec-6-ene-7-carbonitrile